2-((3R,4R)-3-hydroxypiperidin-4-yl)-1,2,3,4-tetrahydroisoquinolin-4-ol O[C@@H]1CNCC[C@H]1N1CC2=CC=CC=C2C(C1)O